4-O-hydroxy-acetyl-5-acetyl-neuraminic acid OO[C@H]1C(C(C(O)=O)(O)O[C@H]([C@@]1(N)C(C)=O)[C@H](O)[C@H](O)CO)C(C)=O